FC1(CC1)C(=O)NC1=CC=C(C=C1)CNC1=NC(=NC=2N1N=CC2C(C)C)NC2CCOCC2 1-Fluoro-N-(4-(((8-isopropyl-2-((tetrahydro-2H-pyran-4-yl)amino)pyrazolo[1,5-a][1,3,5]triazin-4-yl)amino)methyl)phenyl)cyclopropane-1-carboxamide